trans-6-chloro-N-(4-(((5-(4-chloro-3-fluorophenyl)-1,3,4-oxadiazol-2-yl)methyl)amino)cyclohexyl)quinoline-2-carboxamide di-n-butyl-(2,6-dimethylphenylmethylene)malonate C(CCC)OC(C(C(=O)OCCCC)=CC1=C(C=CC=C1C)C)=O.ClC=1C=C2C=CC(=NC2=CC1)C(=O)N[C@@H]1CC[C@H](CC1)NCC=1OC(=NN1)C1=CC(=C(C=C1)Cl)F